O1[C@@H](COCC1)CNC(=O)C1=C(C2=C(CCC3=CN(N=C23)CC=2C=NC(=CC2)C)O1)C N-[(2R)-1,4-dioxan-2-ylmethyl]-8-methyl-2-[(6-methylpyridin-3-yl)methyl]-4,5-dihydro-2H-furo[2,3-g]indazole-7-carboxamide